CN(C(CNC1=NN(C(C2=CC=CC=C12)=O)C)C1=CC=C(C=C1)OC)C 4-((2-(dimethylamino)-2-(4-methoxyphenyl)ethyl)amino)-2-methylphthalazin-1(2H)-one